FC=1C=C(C=C(C1CN1CCOCC1)F)C=1C=CC=C2N=CC(=NC12)C=1C=NN(C1)C1CCN(CC1)CCCCCCNC=1C=C2C(N(C(C2=CC1)=O)C1C(NC(CC1)=O)=O)=O 5-((6-(4-(4-(8-(3,5-difluoro-4-(morpholinomethyl)phenyl)quinoxalin-2-yl)-1H-pyrazol-1-yl)piperidin-1-yl)hexyl)amino)-2-(2,6-dioxopiperidin-3-yl)isoindoline-1,3-dione